CN1C=CC(=C1)NC(=O)C=1N(C=C(N1)NC(CCNC(=O)C=1N(C=C(C1)NC(=O)C=1N(C=CN1)C)C)=O)C 1-methyl-4-[1-methyl-4-(3-[[1-methyl-4-(1-methylimidazole-2-amido)pyrrol-2-yl]formamido]propanamido)imidazole-2-amido]pyrrol